5-chloro-2-methyl-N-((1r,4r)-4-((2-oxo-3-(1',2',3',6'-tetrahydro-[2,4'-bipyridin]-5-yl)-2,3-dihydro-1H-benzo[d]imidazol-1-yl)methyl)cyclohexyl)nicotinamide ClC=1C=NC(=C(C(=O)NC2CCC(CC2)CN2C(N(C3=C2C=CC=C3)C=3C=CC(=NC3)C=3CCNCC3)=O)C1)C